chlorodimethyl-sulfonium chloride [Cl-].Cl[S+](C)C